4-(2,5-dimethylthiophen-3-yl)-2-[(3R)-3-methylmorpholin-4-yl]-8-(1H-pyrazol-5-yl)-1,7-naphthyridine CC=1SC(=CC1C1=CC(=NC2=C(N=CC=C12)C1=CC=NN1)N1[C@@H](COCC1)C)C